C1(CC1)NC(C([C@H](C[C@H]1C(N[C@@H](C1)C)=O)NC(C1=C(C=CC(=C1)C(F)F)NC(=O)C1(CC1)C(F)(F)F)=O)=O)=O N-[(1S)-3-(cyclopropylamino)-1-[[(3S,5R)-5-methyl-2-oxo-pyrrolidin-3-yl]methyl]-2,3-dioxo-propyl]-5-(difluoromethyl)-2-[[1-(trifluoromethyl)cyclopropane-carbonyl]amino]benzamide